N1=CN=CC(=C1)C1=CC=C(C=C1)/C=C/C(=O)C1=CC=C(C(=O)O)C=C1 4-[(E)-3-(4-Pyrimidin-5-ylphenyl)prop-2-enoyl]benzoic acid